5-bromo-6-fluorobenzoxazol BrC=1C(=CC2=C(N=CO2)C1)F